1-(2,6-diethylphenyl)-5-{[3-fluoro-4-(3-methylpyridin-4-yl)phenyl]methyl}-6-hydroxy-2-(2-methyl-1,3-thiazol-4-yl)-1,4-dihydropyrimidin-4-one C(C)C1=C(C(=CC=C1)CC)N1C(=NC(C(=C1O)CC1=CC(=C(C=C1)C1=C(C=NC=C1)C)F)=O)C=1N=C(SC1)C